acridineAt C1(=CC=CC2=NC3=CC=CC=C3C=C12)C(=O)[O-]